(2R,3S,4S,5R,6S)-2-(((tert-butyldimethylsilyl)oxy)methyl)-6-(((2S,3S,4R)-3,4-diacetoxy-2-((tert-butoxycarbonyl)amino)octadecyl)oxy)tetrahydro-2H-pyran-3,4,5-triyl triacetate C(C)(=O)O[C@H]1[C@H](O[C@@H]([C@@H]([C@H]1OC(C)=O)OC(C)=O)OC[C@@H]([C@@H]([C@@H](CCCCCCCCCCCCCC)OC(C)=O)OC(C)=O)NC(=O)OC(C)(C)C)CO[Si](C)(C)C(C)(C)C